4H-pyrrolo[3,2-d]Thiazole-2,4-dicarboxylic acid 4-(tert-butyl) 2-methyl ester COC(=O)C=1SC2=C(N1)C=CN2C(=O)OC(C)(C)C